[NH4+].C(CCCCCCCCCCC)OS(=O)(=O)C1=CC=CC=C1 Dodecylbenzenesulfonate ammonium salt